7-(4-((1,3-dihydro-2-benzofuran-5-yl)oxy)piperidin-1-yl)-2-(2-hydroxyethyl)-6-methyl-[1,2,4]triazolo[4,3-a]pyrimidin-3(2H)-one C1OCC2=C1C=CC(=C2)OC2CCN(CC2)C2=NC=1N(C=C2C)C(N(N1)CCO)=O